N1=CC=CC=2OCC3N(C21)CCC3 6a,7,8,9-tetrahydro-6H-pyrido[3,2-b]Pyrrolo[1,2-d][1,4]Oxazine